ethyl 1-(2-((tert-butyloxycarbonyl)amino)ethyl)-5-(trifluoromethyl)-1H-pyrrolo[2,3-b]pyridine-2-carboxylate C(C)(C)(C)OC(=O)NCCN1C(=CC=2C1=NC=C(C2)C(F)(F)F)C(=O)OCC